COC(NC1=CC(=C(C=C1)NC(=O)C1CN(C(O1)C(F)(F)F)C1=CC(=C(C=C1)C#N)C(F)(F)F)Cl)=O Methyl(3-chloro-4-(3-(4-cyano-3-(trifluoromethyl)phenyl)-2-(trifluoromethyl)oxazolidin-5-carboxamido)phenyl)carbamat